trinitroacetic acid [N+](=O)([O-])C(C(=O)O)([N+](=O)[O-])[N+](=O)[O-]